CN(C(CCCCCCC)CCCCCCC\C=C/CCCCCCCC)C (16Z)-N,N-dimethyl-pentacos-16-en-8-amine